C(C1=CC=CC=C1)OC1=C(C(=O)NOC(C(C)(C)C)=O)C=C(C(=C1)Br)F 2-(benzyloxy)-4-bromo-5-fluoro-N-(pivaloyloxy)benzamide